OC1=C(C2=CC=CC=C2C=C1C=O)C1=C(C(=CC2=CC=CC=C12)C=O)O 2,2'-dihydroxyl-[1,1'-binaphthyl]-3,3'-dicarboxaldehyde